C(C)C1(C(OCC=2C(NC=CC21)=C=O)=C=O)O 4-ethyl-4-hydroxy-3,8-dicarbonyl-3,4-dihydro-1H-pyrano[3,4-c]pyridine